Racemic-tert-butyl-1-(5-(difluoromethyl)-N-methylindolizine-2-carboxamido)-8,9-difluoro-6-oxo-1,4,5,6-tetrahydrobenzo[c][1,7]naphthyridine C(C)(C)(C)[C@]1(C=2C3=C(C(NC2CN=C1)=O)C=C(C(=C3)F)F)N(C(=O)C=3C=C1C=CC=C(N1C3)C(F)F)C |r|